(Z)-9-tetradecenyl acetate ((Z)-9-tetradecenyl acetate) C(CCCCCCC\C=C/CCCC)CC(=O)O.C(C)(=O)OCCCCCCCC\C=C/CCCC